4-(8-hydroxyoctyloxy)-3-methoxybenzaldehyde OCCCCCCCCOC1=C(C=C(C=O)C=C1)OC